O=C1C2(C=3C(=NC=CC3)N1)CCC1=C(N=C(O1)C(=O)O)C2 2'-oxo-1',2',6,7-tetrahydro-4H-spiro[benzo[d]oxazole-5,3'-pyrrolo[2,3-b]pyridine]-2-carboxylic acid